ClC1=CC2=C(C=N1)N=C(S2)C=2OC=CC2 6-chloro-2-(furan-2-yl)thiazolo[4,5-c]pyridine